OC1=CC(=CC2=CC(=CC=C12)NC1=CC=C(C=C1)OC)S(=O)(=O)O 1-hydroxy-6-(4-methoxyphenylamino)-3-naphthalenesulfonic acid